4-((3-(4-(difluoromethoxy)-3-fluorophenyl)imidazo[1,2-a]pyrazin-8-yl)amino)-2-methylbenzoic acid FC(OC1=C(C=C(C=C1)C1=CN=C2N1C=CN=C2NC2=CC(=C(C(=O)O)C=C2)C)F)F